P(=O)(OC(C1=CC=CC=C1)(Cl)Cl)(Cl)Cl dichlorobenzyl dichlorophosphate